methyl 3-(9-((2-(benzyloxy)-4-(((tert-butoxycarbonyl)amino)methyl)phenyl)carbamoyl)-4,5-dihydrobenzo[b]thieno[2,3-d]oxepin-8-yl)-6-(propylcarbamoyl)picolinate C(C1=CC=CC=C1)OC1=C(C=CC(=C1)CNC(=O)OC(C)(C)C)NC(=O)C1=CC2=C(OCCC3=C2SC=C3)C=C1C=1C(=NC(=CC1)C(NCCC)=O)C(=O)OC